CC(C)(C)[S@](=O)N[C@@H](C)[C@H]1C[C@H](CC1)NC(OC(C)(C)C)=O tert-butyl {(1S,3R)-3-[(1S)-1-{[(S)-2-methylpropane-2-sulfinyl]amino}ethyl]cyclopentyl}carbamate